(2S)-2-{[2-(1-benzofuran-6-carbonyl)-5,7-dichloro-1,2,3,4-tetrahydroisoquinolin-6-yl]formamido}-3-(3-methanesulfonylphenyl)propanoic acid O1C=CC2=C1C=C(C=C2)C(=O)N2CC1=CC(=C(C(=C1CC2)Cl)C(=O)N[C@H](C(=O)O)CC2=CC(=CC=C2)S(=O)(=O)C)Cl